C1(CC1)CN1CC2=C(N=C(N=C2OCC2=CC=C(C=C2)C(F)(F)F)C)CC1 6-(cyclopropylmethyl)-2-methyl-4-((4-(trifluoromethyl)phenyl)methoxy)-5,6,7,8-tetrahydropyrido[4,3-d]pyrimidine